C(CCCCCCCCCC)(=O)O[C@@H]1[C@H](O[C@H](C1(F)F)N1C(N=C(C=C1)N)=O)COP(=O)(OCCCCCCCCCC)OCCCCCCCCCC (2R,3R,5R)-5-(4-amino-2-oxopyrimidin-1(2H)-yl)-2-(((bis(decyloxy)phosphoryl) oxy)methyl)-4,4-difluorotetrahydrofuran-3-yl undecanoate